C1(=CC=CC=C1)C1=C(C2=C(C=N1)C(OC(O2)(C)C)=O)C=O 7-phenyl-2,2-dimethyl-4-oxo-4H-[1,3]-dioxino[5,4-c]pyridine-8-carbaldehyde